2,6-dimethoxy-4-[5-(3-methylpyrazol-1-yl)benzimidazol-1-yl]-N-(2,2,2-trifluoroethyl)benzamide COC1=C(C(=O)NCC(F)(F)F)C(=CC(=C1)N1C=NC2=C1C=CC(=C2)N2N=C(C=C2)C)OC